3-(1-(((1s,3s)-adamantan-1-yl)ethyl)ureido)-N-isobutylbenzamide C12(CC3CC(CC(C1)C3)C2)CCN(C(=O)N)C=2C=C(C(=O)NCC(C)C)C=CC2